C(CCC)[C@@]1(CS(C2=C(N(C1)C1=CC=C(C=C1)F)C=C(C(=C2)O/C=C/C(=O)O)SC)(=O)=O)CC (S)-(E)-3-((3-butyl-3-ethyl-5-(4-fluorophenyl)-7-(methylthio)-1,1-dioxido-2,3,4,5-tetrahydro-1,5-benzothiazepin-8-yl)oxy)acrylic acid